C(C)(C)(C)C1=CC=C(OC2=CC=C(C=N2)NC(OC(C(C)(C)C)CCC(=O)NC(P(=O)(OCC)OCC)P(=O)(OCC)OCC)=O)C=C1 6-((bis(diethoxyphosphoryl)methyl)amino)-2,2-dimethyl-6-oxohexan-3-yl (6-(4-(tert-butyl)-phenoxy)pyridin-3-yl)carbamate